C[Si](C)(C)C[Li] (trimethyl-silyl)methyllithium